3-methyl-N-[(1r,3s)-3-{[2-(trifluoromethyl)quinolin-4-yl]amino}cyclohexyl]-1,2-oxazole-4-carboxamide CC1=NOC=C1C(=O)N[C@H]1C[C@H](CCC1)NC1=CC(=NC2=CC=CC=C12)C(F)(F)F